7-[4-[3-(diethylamino)-3-oxo-propoxy]phenoxy]-1-methyl-indazole-5-carboxamide C(C)N(C(CCOC1=CC=C(OC=2C=C(C=C3C=NN(C23)C)C(=O)N)C=C1)=O)CC